C(#N)C1=CC=C(CN(C(=O)C2=NN(C=3C(N(CCC32)CC3(CC3)S(=O)(=O)C3CC3)=O)C)C)C=C1 N-(4-Cyanobenzyl)-6-((1-(cyclopropylsulfonyl)cyclopropyl)methyl)-N,1-dimethyl-7-oxo-4,5,6,7-tetrahydro-1H-pyrazolo[3,4-c]pyridine-3-carboxamide